[Na].SCCC.[Na] sodium mercaptopropane sodium